di(5-hexenyl)dimethylsilane C(CCCC=C)[Si](C)(C)CCCCC=C